FC=1C=C(C=C(C1)F)[C@H]1CC=NN1C(=O)C1C[C@@H]2[C@@H](CN(C2)C2=CC(=NC=N2)C#N)C1 6-((3aR,5S,6aS)-5-((R)-5-(3,5-difluorophenyl)-4,5-dihydro-1H-pyrazole-1-carbonyl)hexahydrocyclopenta[c]pyrrole-2(1H)-yl)pyrimidine-4-carbonitrile